BrC=1C(=C(CC2NCCC2=NOC)C=CC1)F 2-(3-bromo-2-fluorobenzyl)-3-(methoxyimino)pyrrolidine